(S)-3-(8-bromo-1-methyl-6-(pyridin-2-yl)-4H-benzo[f]imidazo[1,2-a][1,4]diazepin-4-yl)propanoic acid BrC=1C=CC2=C(C(=N[C@H](C=3N2C(=CN3)C)CCC(=O)O)C3=NC=CC=C3)C1